6-bromo-2-methylbenzo[d]Thiazole BrC1=CC2=C(N=C(S2)C)C=C1